1,4-bis(maleimidomethyl)cyclohexane C1(C=CC(N1CC1CCC(CC1)CN1C(C=CC1=O)=O)=O)=O